1-(tert-butyl) 2-((1R,3S)-3-(1-(tert-butyl)-5-(2-(2-formyl-3-hydroxy-5-methoxyphenoxy)acetamido)-1H-pyrazol-3-yl)cyclopentyl) 2-ethyl-1-methylhydrazine-1,2-dicarboxylate C(C)N(N(C(=O)OC(C)(C)C)C)C(=O)O[C@H]1C[C@H](CC1)C1=NN(C(=C1)NC(COC1=C(C(=CC(=C1)OC)O)C=O)=O)C(C)(C)C